tert-butyl(2-amino-5-(4-ethylpiperazin-1-yl)-4-fluorophenyl)carbamate C(C)(C)(C)OC(NC1=C(C=C(C(=C1)N1CCN(CC1)CC)F)N)=O